FC=1C=NC=CC1CC(=O)C=1OC(=CN1)C 2-(3-fluoropyridin-4-yl)-1-(5-methyl-oxazol-2-yl)ethan-1-one